(cinnamyloxy)tetrahydrofuran C(C=CC1=CC=CC=C1)OC1OCCC1